FC1=C(C=C(C=C1)CC1=NNC(C2=CC=CC=C12)=O)C1=CC2=C(NC(=N2)NC(OCCC2CCN(CC2)C)=O)C=C1 2-(1-Methylpiperidin-4-yl)ethyl (5-(2-fluoro-5-((4-oxo-3,4-dihydrophthalazin-1-yl)methyl)phenyl)-1H-benzoimidazol-2-yl)carbamate